dimethyl oct-4-enedioate C(CCC=CCCC(=O)OC)(=O)OC